2-((5-(5-(3,5-dichlorophenyl)-5-(trifluoromethyl)-4,5-dihydro-1H-pyrazol-3-yl)-1,3,4-oxadiazol-2-yl)thio)-N-(2,6-difluoro-phenyl)acetamide ClC=1C=C(C=C(C1)Cl)C1(CC(=NN1)C1=NN=C(O1)SCC(=O)NC1=C(C=CC=C1F)F)C(F)(F)F